C1(CCC1)[C@H]1N(C[C@@H](CC1)C)C(C(=O)NC=1C=C(C=NC1)C(=O)N)=O 5-[[2-[(2S,5R)-2-cyclobutyl-5-methyl-1-piperidyl]-2-oxo-acetyl]amino]pyridine-3-carboxamide